C(C1=CC=CC=C1)OC1CN(CC(C1)C(C)F)C(=O)OC(C)(C)C tert-Butyl 3-benzyloxy-5-(1-fluoroethyl)piperidine-1-carboxylate